C(=O)(OC(C)(C)C)N1CCN(CC1)C1=CC=C(C=C1)B1OC(C)(C)C(C)(C)O1 4-(4-Boc-1-piperazinyl)phenylboronic acid pinacol ester